ClC1=CC=C(C=C1)C=1C=C(C=C2CCC(NC12)=O)C1=NNC(C=C1)=O 8-(4-chlorophenyl)-6-(6-oxo-1,6-dihydropyridazin-3-yl)-3,4-dihydroquinolin-2(1H)-one